N6-benzoyl-2'-C-methyladenosine C(C1=CC=CC=C1)(=O)NC=1C=2N=CN([C@H]3[C@](O)([C@H](O)[C@@H](CO)O3)C)C2N=CN1